BrC1=CC(=CC=2N(C(=NC21)C)C)C(=O)OC methyl 4-bromo-1,2-dimethyl-1H-benzo[d]imidazole-6-carboxylate